COC1=C(C=CC=C1)C1CCCC=2N=C3N(C=C(C=C3)C=3C=NC(=NC3)N3CCC(CC3)(O)C)C21 1-(5-(9-(2-methoxyphenyl)-6,7,8,9-tetrahydrobenzo[4,5]imidazo[1,2-a]pyridin-2-yl)pyrimidin-2-yl)-4-methylpiperidin-4-ol